C1(=C(C=CC=C1)C1=NOC(=N1)N1CCC(CC1)C(=O)N)C 1-(3-(o-tolyl)-1,2,4-oxadiazol-5-yl)piperidine-4-carboxamide